(S)-2-((S)-2-((tert-Butoxycarbonyl)(methyl)amino)propanamido)-2-cyclohexylacetic acid methyl ester COC([C@H](C1CCCCC1)NC([C@H](C)N(C)C(=O)OC(C)(C)C)=O)=O